N1=CC=NC2=CC(=CC=C12)N1C(NC2=C1C=CC=C2)=O 1-(quinoxalin-6-yl)-1H-benzo[d]imidazol-2(3H)-one